ClC=1C=C(C=CC1C(=O)NC=1C=NC(=C(C1)Cl)N1N=CC=N1)C1=CC(=CC=C1)C(=O)N 3'-chloro-N4'-(5-chloro-6-(2H-1,2,3-triazol-2-yl)pyridin-3-yl)-[1,1'-biphenyl]-3,4'-dicarboxamide